5-amino-6-(2-chloro-5-fluorophenyl)-6-hydroxy-2-methyl-3-(methyldioxo-λ6-sulfanyl)-7,8-dihydro-6H-pyrrolo[4,3-g]indazol-8-one NC1=CC2=C(N(N=C2C2=C1C(NC2=O)(O)C2=C(C=CC(=C2)F)Cl)C)S(=O)(=O)C